7-[4-(4-benzo[b]thiophen-4-yl-piperazin-1-yl)butoxy]-1H-quinolin-2-one hydrochloride Cl.S1C2=C(C=C1)C(=CC=C2)N2CCN(CC2)CCCCOC2=CC=C1C=CC(NC1=C2)=O